CC1=CC=C(C=C1)OO[SH4]N1C=C(C=2C1=NC=C(C2)C2=CC=C(C=C2)N2CCN(CC2)C(=O)OC(C)(C)C)C=2N(N=CC2)C 2-methylpropan-2-yl 4-(4-{1-[(4-methylphenyl)dioxy-λ6-thio]-3-(2-methylpyrazol-3-yl)pyrrolo[2,3-b]pyridin-5-yl}phenyl)piperazine-1-carboxylate